C1(CC1)NC1=NC(=NC=C1C(=O)NC1=C(C=CC=C1C)C)NC1=CC=C(C=C1)N1CCN(CC1)CC 4-(cyclopropylamino)-N-(2,6-dimethylphenyl)-2-((4-(4-ethylpiperazin-1-yl)phenyl)amino)pyrimidine-5-carboxamide